N-((5-ethynylpyridin-2-yl)methyl)propan-2-amine C(#C)C=1C=CC(=NC1)CNC(C)C